C(CCCCCCCCCCC)C(CCCN)(N)CCCCCCCCCCCC Bis-dodecyl-butane-1,4-diamine